N-((2,4-dimethyl-6-(trifluoromethyl)phenyl)carbamoyl)-4-(2-hydroxypropan-2-yl)furan-2-sulfonamide CC1=C(C(=CC(=C1)C)C(F)(F)F)NC(=O)NS(=O)(=O)C=1OC=C(C1)C(C)(C)O